ClC=1C=C2C(=NC(=NC2=C(C1C1=CC(=CC2=CC=CC=C12)O)F)OCCCN1CCCC1)N1C[C@H]2CC[C@@H](C1)N2C(=O)OC(C)(C)C tert-Butyl (1R,5S)-3-((S or R)-6-chloro-8-fluoro-7-(3-hydroxynaphthalen-1-yl)-2-(3-(pyrrolidin-1-yl)propoxy)quinazolin-4-yl)-3,8-diazabicyclo[3.2.1]octane-8-carboxylate